1-[2-bromo-4-(1-hydroxy-1-methyl-ethyl)phenyl]-5-[3-(4-piperidylmethyl)azetidin-1-yl]pyridin-2-one BrC1=C(C=CC(=C1)C(C)(C)O)N1C(C=CC(=C1)N1CC(C1)CC1CCNCC1)=O